CC([C@@H](C(=O)OC(C)(C)C)N(C(=O)[C@@H]1C[C@H](C1)C#CC(F)(F)F)C)C trans-tert-butyl (2S)-3-methyl-2-[methyl-[3-(3,3,3-trifluoroprop-1-ynyl)cyclobutanecarbonyl]amino]butanoate